N-(trans-4-(dimethylamino)cyclohexyl)-3-(2-(4-(4-ethoxy-6-((4-methoxybenzyl)oxy)pyridine-3-yl)-2-fluorophenyl)acetamido)-5-(trifluoromethyl)benzamide CN([C@@H]1CC[C@H](CC1)NC(C1=CC(=CC(=C1)C(F)(F)F)NC(CC1=C(C=C(C=C1)C=1C=NC(=CC1OCC)OCC1=CC=C(C=C1)OC)F)=O)=O)C